2-ethyl-6-(5-(hydroxymethyl)-1-methyl-1H-1,2,3-triazol-4-yl)pyridine C(C)C1=NC(=CC=C1)C=1N=NN(C1CO)C